3-(((6-hydroxy-5'-methyl-4-pentyl-1',2',3',4'-tetrahydro-[1,1'-biphenyl]-2-yl)oxy)(methoxy)phosphoryl)propyl acetate C(C)(=O)OCCCP(=O)(OC)OC1=C(C(=CC(=C1)CCCCC)O)C1CCCC(=C1)C